5-ethynyl-6-fluoro-4-(8-fluoro-2-(((2R,7aS)-2-fluorotetrahydro-1H-pyrrolizin-7a(5H)-yl)methoxy)-5-(methylthio)-4-(1,4-oxazepan-4-yl)pyrido[4,3-d]pyrimidin-7-yl)naphthalen-2-ol C(#C)C1=C2C(=CC(=CC2=CC=C1F)O)C1=C(C=2N=C(N=C(C2C(=N1)SC)N1CCOCCC1)OC[C@]12CCCN2C[C@@H](C1)F)F